1-(4-((6-Chloro-2-(trifluoromethyl)pyrimidin-4-yl)amino)piperidin-1-yl)ethan-1-one ClC1=CC(=NC(=N1)C(F)(F)F)NC1CCN(CC1)C(C)=O